C1(CCCCC1)C(=O)[O-] cyclohexan-1-oate